NC1CCN(CC1)C1=C(C=C(C=C1)NC=1N=C(C2=C(N1)SC=C2C)NC2=CC=CC(=N2)C(C)(C)O)OC 2-(6-((2-((4-(4-aminopiperidin-1-yl)-3-methoxyphenyl)amino)-5-methylthieno[2,3-d]pyrimidine-4-yl)amino)pyridin-2-yl)propan-2-ol